ethyl α-methylenecyclobutanebutanoate C=C(C(=O)OCC)CCC1CCC1